3-(aminomethyl)-4-(((tert-butyldimethylsilyl)oxy)methyl)-6-methylpyridin-2(1H)-one NCC=1C(NC(=CC1CO[Si](C)(C)C(C)(C)C)C)=O